COC1=C(C=C(C=C1)C12CC3CC(CC(C1)C3)C2)C 1-(4-methoxy-3-methylphenyl)adamantane